1-{1-[5-Chloro-2-ethoxy-4-fluoro-3-(1-methylazetidin-3-yl)phenyl]ethyl}-3-(difluoromethyl)-1H-pyrazolo[3,4-d]pyrimidin ClC=1C(=C(C(=C(C1)C(C)N1N=C(C=2C1=NC=NC2)C(F)F)OCC)C2CN(C2)C)F